tert-Butyl N-[4-carbamoyl-5-[6-[2-[[3-(2,2-dimethylpropyl)isoxazol-5-yl]amino]-1-methyl-2-oxo-ethyl]-3-pyridyl]-2-isopropyl-pyrazol-3-yl]carbamate C(N)(=O)C1=C(N(N=C1C=1C=NC(=CC1)C(C(=O)NC1=CC(=NO1)CC(C)(C)C)C)C(C)C)NC(OC(C)(C)C)=O